C#CCCCCCCCCCCCCCCC 1-heptadecyne